2'-Bromospiro[fluorene-9,9'-thioxanthene] BrC1=CC=2C3(C4=CC=CC=C4SC2C=C1)C1=CC=CC=C1C=1C=CC=CC13